NC1=NC(=NC(=C1C(=O)O)C)C=1C=C2CCC(C2=CC1)(C)C 4-amino-2-(1,1-dimethylindan-5-yl)-6-methyl-pyrimidine-5-carboxylic acid